NC=1OC=2C(C1)=C(C=CC2)C(=O)N amino-benzofuran-4-carboxamide